3-(3-(3-chloro-4-fluorophenyl)-1-(1-(1-oxo-1,2-dihydroisoquinolin-4-yl)ethyl)ureido)propionic acid ClC=1C=C(C=CC1F)NC(N(C(C)C1=CNC(C2=CC=CC=C12)=O)CCC(=O)O)=O